(Z)-2-(2-(3-chloro-2-methylphenyl)-1-fluorovinyl)-4,4,5,5-tetramethyl-1,3,2-dioxaborolane ClC=1C(=C(C=CC1)\C=C(/F)\B1OC(C(O1)(C)C)(C)C)C